Cl[C-]1C=CC=C1.[C-]1(C=CC=C1)Cl.[Ti+2] Dichloro-titanocene